N-(1-cyanocyclopropyl)-3-(5-(difluoromethyl)-1,3,4-thiadiazol-2-yl)-1-(2-azaspiro[3.4]octan-6-yl)imidazo[1,5-a]pyridine-6-sulfonamide C(#N)C1(CC1)NS(=O)(=O)C=1C=CC=2N(C1)C(=NC2C2CC1(CNC1)CC2)C=2SC(=NN2)C(F)F